C(CC)NCCO N-n-propylethanolamine